methyl 2-methyl-4-(2-nitrophenyl)-5-oxo-1,4,5,7-tetrahydrofuro[3,4-b]pyridin-3-carboxylate CC1=C(C(C2=C(N1)COC2=O)C2=C(C=CC=C2)[N+](=O)[O-])C(=O)OC